8-(2,4-Difluorophenyl)-9-(4-((1-(3,3-difluoropropyl)azetidin-3-yliden)methyl)phenyl)-6,7-dihydro-5H-benzo[7]annulen FC1=C(C=CC(=C1)F)C=1CCCC2=C(C1C1=CC=C(C=C1)C=C1CN(C1)CCC(F)F)C=CC=C2